(S)-2-hydroxy-1-(3-(4-(4-(1-(pent-3-yl)-1H-pyrazol-4-yl)pyrazolo[1,5-a]-pyrazin-6-yl)-1H-pyrazol-1-yl)azetidin-1-yl)propan-1-one O[C@H](C(=O)N1CC(C1)N1N=CC(=C1)C=1N=C(C=2N(C1)N=CC2)C=2C=NN(C2)C(CC)CC)C